Cl.Cl.N1CCC(CC1)CNC1=CC=C(C=C1)C1C(NC(CC1)=O)=O 3-[4-(4-piperidylmethylamino)phenyl]piperidine-2,6-dione dihydrochloride